NCC=1C=C(C(=C2C(=NN(C12)C1OCCCC1)N1C(C2=CC=CC=C2C1=O)=O)OC1=C(C=CC(=C1)F)Cl)NC(C1=CC(=CC(=C1)C(F)(F)F)F)=O N-(7-(aminomethyl)-4-(2-chloro-5-fluorophenoxy)-3-(1,3-dioxoisoindolin-2-yl)-1-(tetrahydro-2H-pyran-2-yl)-1H-indazol-5-yl)-3-fluoro-5-(trifluoromethyl)benzamide